BrC=1C=C(C(=CC1)N)NC1(CC1)C 4-bromo-N2-(1-methylcyclopropyl)benzene-1,2-diamine